1,3-diiodo-2-chlorobenzene IC1=C(C(=CC=C1)I)Cl